dimethyldodecyl-[3-(triethoxysilyl)propyl]amide CC(CCCCCCCCCCC)([N-]CCC[Si](OCC)(OCC)OCC)C